2-methyl-7-(((6-(piperidin-4-yl)pyridin-2-yl)oxy)methyl)benzofuran-4-carbonitrile hydrochloride Cl.CC=1OC=2C(C1)=C(C=CC2COC2=NC(=CC=C2)C2CCNCC2)C#N